(3S)-but-1,3-diylbis(4-methylbenzene-1-sulfonate) C(C[C@H](C)C1=C(C=CC(=C1)C)S(=O)(=O)[O-])C1=C(C=CC(=C1)C)S(=O)(=O)[O-]